FC=1C=C(C=C(C1CN1CCOCC1)F)C=1C=CC=C2N=CC(=NC12)C=1C=NN(C1)C1CCN(CC1)CC(=O)NCCCCNC=1C=C2C(N(C(C2=CC1)=O)C1C(NC(CC1)=O)=O)=O 2-(4-(4-(8-(3,5-difluoro-4-(morpholinomethyl)phenyl)quinoxalin-2-yl)-1H-pyrazol-1-yl)piperidin-1-yl)-N-(4-((2-(2,6-dioxopiperidin-3-yl)-1,3-dioxoisoindolin-5-yl)amino)butyl)acetamide